C1(CC1)NC1=CC(=NC=2N1N=CC2)NC2=CC(=C(C=C2)C=2CNCCC2)CS(=O)(=O)C 7-(Cyclopropylamino)-5-((3-((methylsulfonyl)methyl)-4-(1,2,5,6-tetrahydropyridin-3-yl)phenyl)amino)pyrazolo[1,5-a]pyrimidin